1-(2-methoxy-5-(methylsulfonyl)phenyl)-N-methyl-6-(pyrazolo[1,5-a]pyrimidin-3-yl)-1H-pyrazolo[4,3-c]pyridin-3-amine COC1=C(C=C(C=C1)S(=O)(=O)C)N1N=C(C=2C=NC(=CC21)C=2C=NN1C2N=CC=C1)NC